N'-(dithiobisethylene)bismaleimide tert-butyl-N-[(1S)-1-(methoxymethyl)-2-(2,4,6-trichloropyrimidin-5-yl)oxy-ethyl]carbamate C(C)(C)(C)OC(N[C@H](COC=1C(=NC(=NC1Cl)Cl)Cl)COC)=O.C(CC=1C(=O)NC(C1)=O)SSCCC=1C(=O)NC(C1)=O